ClC=1C=NN(C1C(=O)NC1=NC=C(C=C1C)C#CC1=CC=CC=C1)C1C[C@@H]2[C@@H](CN(C2)C(C(C)C)=O)C1 4-chloro-N-[3-methyl-5-(phenylethynyl)pyridin-2-yl]-1-[(3aR,5s,6aS)-2-(2-methylpropanoyl)octahydrocyclopenta[c]pyrrol-5-yl]-1H-pyrazole-5-carboxamide